ClC=1C(N(N=CC1NC[C@@H]1COCCC1)C1=CC=C(C=C1)N(C1CC(N(CC1)C)=O)C)=O 4-chloro-2-[4-[methyl-[1-methyl-2-oxo-4-piperidyl]amino]phenyl]-5-[[(3R)-tetrahydropyran-3-yl]methylamino]pyridazin-3-one